8-chloro-5-methoxy-1-[trans-4-(trifluoromethyl)cyclohexyl]-5,6-dihydro-4H-[1,2,4]triazolo[4,3-a][1]benzazepine ClC=1C=CC2=C(CC(CC=3N2C(=NN3)[C@@H]3CC[C@H](CC3)C(F)(F)F)OC)C1